C(C)(=O)C(C(=O)O)(CCCCCCCCCC)O 2-acetyl-hydroxylauric acid